6-(2-chloro-4-(5-methyl-1,2,4-oxadiazol-3-yl)phenyl)-N-(5-cyano-6-(2-(dimethylamino)ethoxy)pyridin-2-yl)nicotinamid ClC1=C(C=CC(=C1)C1=NOC(=N1)C)C1=NC=C(C(=O)NC2=NC(=C(C=C2)C#N)OCCN(C)C)C=C1